C(C1=CC=CC=C1)OC=1C=C2C(=C(N(C2=CC1)CC1=CC=C(C=C1)CCO)C1=CC=C(C=C1)OC)F 2-(4-((5-(benzyloxy)-3-fluoro-2-(4-methoxyphenyl)-1H-indol-1-yl)methyl)phenyl)ethan-1-ol